O1C=CC2=C1C=CC(=C2)C2=CC=C1CN(C(C1=C2)=O)C(C(=O)N)CC 2-(6-(benzofuran-5-yl)-1-oxoisoindolin-2-yl)butyramide